lauroyl-taurine calcium [Ca].C(CCCCCCCCCCC)(=O)NCCS(=O)(=O)O